6,6,9-Trimethyl-3-octoxy-6a,7,8,10a-tetrahydrobenzo[c]chromen-1-ol CC1(OC=2C=C(C=C(C2C2C1CCC(=C2)C)O)OCCCCCCCC)C